C1(CC1)C=1N=NN(C1)[C@H](C(=O)N1[C@@H](C[C@H](C1)O)C(=O)NCC1=CC(=C(C=C1)F)COC1=CC(=CC=C1)OC)C(C)(C)C (2S,4r)-1-[(2S)-2-(4-cyclopropyl-triazol-1-yl)-3,3-dimethyl-butyryl]-N-[[4-fluoro-3-[(3-methoxyphenoxy)methyl]phenyl]methyl]-4-hydroxy-pyrrolidine-2-carboxamide